CN(C1CCN(CC1)C(=O)C1=CC=CC=2N(C(NC21)=O)C2CCC(CC2)C(=O)NC2=CC(=C(C=C2)C)OC)C 4-{4-[4-(dimethylamino)piperidine-1-carbonyl]-2-oxo-2,3-dihydro-1H-1,3-benzodiazol-1-yl}-N-(3-methoxy-4-methylphenyl)cyclohexane-1-carboxamide